(2-chloro-5-methoxypyridin-3-yl)boronic acid ClC1=NC=C(C=C1B(O)O)OC